6-(3-nitro-4-fluorophenyl)-4,5-dihydro-5-methyl-3(2H)-pyridazinone [N+](=O)([O-])C=1C=C(C=CC1F)C=1C(CC(NN1)=O)C